(R)-N-(2-bromo-6-chlorophenyl)-4-methoxy-2-((3-methyl-4-(piperidin-3-yl)phenyl)amino)pyrimidine-5-carboxamide BrC1=C(C(=CC=C1)Cl)NC(=O)C=1C(=NC(=NC1)NC1=CC(=C(C=C1)[C@@H]1CNCCC1)C)OC